ClC=1C=C(CNC(=O)C=2OC=C(N2)C2=NC(=NC=C2C)NC2=CC=NN2C)C=C(C1)F N-(3-chloro-5-fluorobenzyl)-4-(5-methyl-2-((1-methyl-1H-pyrazol-5-yl)amino)pyrimidin-4-yl)oxazole-2-carboxamide